(1R,3S,5S)-1-((R)-1-(4H-1,2,4-triazol-4-yl)ethyl)-N-(2-fluoro-5-(5-fluoropyrimidin-2-yl)-4-(trifluoromethyl)phenyl)-3-methyl-6-azabicyclo[3.1.1]heptane-6-carboxamide N=1N=CN(C1)[C@H](C)[C@]12C[C@H](C[C@H](N1C(=O)NC1=C(C=C(C(=C1)C1=NC=C(C=N1)F)C(F)(F)F)F)C2)C